(2-fluorophenyl)(methyl)((3-(5-(trifluoromethyl)-1,2,4-oxadiazol-3-yl)benzyl)imino)-λ6-sulfanone FC1=C(C=CC=C1)S(=O)(=NCC1=CC(=CC=C1)C1=NOC(=N1)C(F)(F)F)C